C(C)(C)(C)OC(=O)N1C(CC1)C1CCN(CC1)C(C1=CC(=C(C=C1)Cl)NC(NC(CC)=O)=O)=O {1-[4-chloro-3-(2,4-dioxo-1,3-diaza-hex-1-yl)benzoyl]piperidin-4-yl}azetidine-1-carboxylic acid tert-butyl ester